(E)-2-((2S,3R,12bR)-3-ethyl-8-methoxy-1,2,3,4,6,7,12,12b-octahydroindolo[2,3-a]quinolizin-2-yl)-3-methoxy-N,N-dimethylacrylamide C(C)[C@H]1CN2CCC3=C([C@H]2C[C@@H]1/C(/C(=O)N(C)C)=C\OC)NC1=CC=CC(=C13)OC